COC1=NSN=C1NS(=O)(=O)C2=CC=C(C=C2)N The molecule is a sulfonamide obtained by formal condensation of the sulfo group of 4-aminobenzenesulfonic acid with the amino group of 4-methoxy-1,2,5-thiadiazol-3-amine. It is a sulfonamide antibiotic, a member of thiadiazoles, an aromatic ether and a substituted aniline. It derives from a hydride of a 1,2,5-thiadiazole.